(4-((5-chloro-4-cyclopropylpyridin-2-yl)amino)-3-(pyridin-2-yl)phenyl)acrylamide ClC=1C(=CC(=NC1)NC1=C(C=C(C=C1)C(C(=O)N)=C)C1=NC=CC=C1)C1CC1